1,2-di-(11Z,14Z-eicosadienoyl)-sn-glycero-3-phosphoserine CCCCC/C=C\C/C=C\CCCCCCCCCC(=O)OC[C@H](COP(=O)(O)OC[C@@H](C(=O)O)N)OC(=O)CCCCCCCCC/C=C\C/C=C\CCCCC